C(=O)(O)C1=NC(=CC=C1OCC1=CC=CC=C1)C 2-carboxy-3-benzyloxy-6-methylpyridine